O1COC2=C1C=CC=C2C[C@@H](CNC(=O)NCCC2=C(C=CC=C2)O)N(C)C ((S)-3-(benzo[d][1,3]dioxol-4-yl)-2-(dimethylamino)propyl)-3-(2-hydroxyphenylethyl)urea